C1(=CC=CC=C1)OP(O)(=O)C(N)(C)C1CC1 Cyclopropyl-methyl-aminomethyl-phosphonic acid monophenyl ester